5,7-dihydrofuro[3,4-b]pyridine N1=C2C(=CC=C1)COC2